2-cyclopentyl-N-(1-methoxy-4-(methylsulfonyl)but-3-en-2-yl)-4-phenoxypyrimidine-5-carboxamide C1(CCCC1)C1=NC=C(C(=N1)OC1=CC=CC=C1)C(=O)NC(COC)C=CS(=O)(=O)C